2-(2,3,5,6-tetrafluorophenyl)propan FC1=C(C(=C(C=C1F)F)F)C(C)C